ClC1=C(C(OC2=C(C=C(C=C12)Cl)Cl)=O)C=O 4,6,8-TRICHLORO-3-FORMYLCOUMARIN